N-(isopropyl)glycine C(C)(C)NCC(=O)O